methyl 4-((2-(1-(3-fluoro-5-(2-(5-methyl-3-(trifluoromethyl)-1H-pyrazol-1-yl)acetamido)pyridin-2-yl)-1H-1,2,4-triazol-3-yl)propan-2-yl)amino)butanoate FC=1C(=NC=C(C1)NC(CN1N=C(C=C1C)C(F)(F)F)=O)N1N=C(N=C1)C(C)(C)NCCCC(=O)OC